FC=1C(=C(C=CC1N1CCC(CC1)N1CCN(CC1)C)NC1=NC=C(C(=N1)NC=1C=CC=C2CNC(C12)=O)C(F)(F)F)OC 7-((2-((3-fluoro-2-methoxy-4-(4-(4-methylpiperazin-1-yl)piperidin-1-yl)phenyl)amino)-5-(trifluoromethyl)pyrimidin-4-yl)amino)isoindolin-1-one